(E)-4-(4-oxopent-1-en-1-yl)-1H-pyrrole-2-carboxylic acid ethyl ester C(C)OC(=O)C=1NC=C(C1)\C=C\CC(C)=O